N-[(1R,3S)-3-{[8-fluoro-2-(trifluoromethyl)quinolin-4-yl]amino}cyclohexyl]-4-methoxybenzamide FC=1C=CC=C2C(=CC(=NC12)C(F)(F)F)N[C@@H]1C[C@@H](CCC1)NC(C1=CC=C(C=C1)OC)=O